NC(C(=O)O)(C)N 2,2-diaminopropionic acid